CS(=O)(=O)C=1C=C(C=NC1)CO (5-(methylsulfonyl)pyridin-3-yl)methanol